racemic-tert-butyl (tert-butoxycarbonyl)(7-(6-(1-(1-(4-fluorophenyl)ethyl)-1H-pyrazol-4-yl)pyridazin-4-yl)-[1,2,4]triazolo[1,5-a]pyridin-2-yl)carbamate C(C)(C)(C)OC(=O)N(C(OC(C)(C)C)=O)C1=NN2C(C=C(C=C2)C2=CN=NC(=C2)C=2C=NN(C2)[C@H](C)C2=CC=C(C=C2)F)=N1 |r|